(S)-6-chloro-3-((1-(3,6-dimethyl-4-oxo-2-(6-azaspiro[2.5]octan-6-yl)-3,4-dihydroquinazolin-8-yl)ethyl)amino)picolinic acid ClC1=CC=C(C(=N1)C(=O)O)N[C@@H](C)C=1C=C(C=C2C(N(C(=NC12)N1CCC2(CC2)CC1)C)=O)C